((diphenylmethylene)amino)-2-(4-methoxyphenylmethyl)isoquinolin-1(2H)-one C1(=CC=CC=C1)C(C1=CC=CC=C1)=NC=1N(C(C2=CC=CC=C2C1)=O)CC1=CC=C(C=C1)OC